D-(-)-2-amino-5-phosphonovaleric acid N[C@@H](C(=O)O)CCCP(=O)(O)O